1-(4-((tert-butyldimethylsilyl)oxy)-3-methoxyphenyl)oct-1-yn-3-one [Si](C)(C)(C(C)(C)C)OC1=C(C=C(C=C1)C#CC(CCCCC)=O)OC